benzyl-(2-hydroxypropyl)-dimethyl-ammonium butyrate C(CCC)(=O)[O-].C(C1=CC=CC=C1)[N+](C)(C)CC(C)O